pentaerythritol-tetrakis(β-laurylthio propionate) C(CCCCCCCCCCC)CCC(=S)OCC(COC(CCCCCCCCCCCCCC)=S)(COC(CCCCCCCCCCCCCC)=S)COC(CCCCCCCCCCCCCC)=S